FC=1C=C(CC=2C=C(C(NN2)=O)O)C=CC1 6-(3-fluorobenzyl)-4-hydroxypyridazin-3(2H)-one